1,4-bisaminopropylpiperazine NCCCN1CCN(CC1)CCCN